ClC1=C(OC2=CC3=C(N=C(S3)NC(=O)C3=NC=CC(=C3O)OC)C=C2)C=CC(=C1)F N-(6-(2-chloro-4-fluorophenoxy)benzo[d]Thiazol-2-yl)-3-hydroxy-4-methoxypyridinamide